C(=O)C1=CC=C(O1)B(O)O 5-formyl-2-furanylboronic acid